ClC1=C(C=CC(=C1)C1NCCC1)C1COCCCN1C1=NC(=NC=C1)N 4-(3-(2-chloro-4-(pyrrolidin-2-yl)phenyl)-1,4-oxazepan-4-yl)pyrimidin-2-amine